N-[2-[2-(difluoromethyl)-4,4-difluoro-cyclohexyl]-4-(2,5-difluoro-4-pyridyl)-3-pyridyl]-2-ethoxy-pyrimidine-5-carboxamide FC(C1C(CCC(C1)(F)F)C1=NC=CC(=C1NC(=O)C=1C=NC(=NC1)OCC)C1=CC(=NC=C1F)F)F